C(N)(=O)NCCC[C@H](N)C(=O)N N5-carbamoyl-L-ornithinamid